C(C)(C)(C)NS(=O)(=O)C=1C=C(C=CC1B1OC(C(O1)(C)C)(C)C)NC(=O)NCC1=NC=CC=C1 1-[3-(tert-butylsulfamoyl)-4-(4,4,5,5-tetramethyl-1,3,2-dioxaborolan-2-yl)phenyl]-3-(2-pyridylmethyl)urea